4-[[(1S,2S)-4,6-dichloro-2-(dimethyl-amino)-2,3-dihydro-1H-inden-1-yl]oxy]-3-methylbenzene ClC1=C2C[C@@H]([C@H](C2=CC(=C1)Cl)OC1=C(C=CC=C1)C)N(C)C